CC(=C)C=C[Si](Cl)(C)C (1-methyl-vinyl)dimethyl-vinyl-chlorosilane